CC(CNCCCCCCCCCN)(CC)C N-(2,2-dimethylbutyl)nonane-1,9-diamine